(phenylazanediyl)bis(ethane-2,1-diyl) diacrylate C(C=C)(=O)OCCN(CCOC(C=C)=O)C1=CC=CC=C1